The molecule is a pantothenate that is the conjugate base of (R)-pantothenic acid, obtained by deprotonation of the carboxy group. It has a role as a plant metabolite and a Saccharomyces cerevisiae metabolite. It is a conjugate base of a (R)-pantothenic acid. CC(C)(CO)[C@H](C(=O)NCCC(=O)[O-])O